1,1-dichloro-N-[(dimethylamino)sulfonyl]-1-fluoro-N-phenylmethanesulfenamide ClC(SN(C1=CC=CC=C1)S(=O)(=O)N(C)C)(F)Cl